6-(5-isopropoxy-3-pyridyl)pyridine-3-carboxamide C(C)(C)OC=1C=C(C=NC1)C1=CC=C(C=N1)C(=O)N